FC(C=1C=C(C=C(C1)C(F)(F)F)[B-](C1=CC(=CC(=C1)C(F)(F)F)C(F)(F)F)(C1=CC(=CC(=C1)C(F)(F)F)C(F)(F)F)C1=CC(=CC(=C1)C(F)(F)F)C(F)(F)F)(F)F.C[N+](C1=CC=CC=C1)(C)C Trimethyl-anilinium tetrakis(3,5-bis(trifluoromethyl)phenyl)borate